2-(((1-(3-((1-(4-chlorophenyl)-2-oxo-2-(6'-(trifluoromethoxy)spiro[cyclopropane-1,3'-indolin]-1'-yl)ethyl)amino)-5-methoxyphenyl)ethylidene)amino)oxy)acetic acid ClC1=CC=C(C=C1)C(C(N1CC2(C3=CC=C(C=C13)OC(F)(F)F)CC2)=O)NC=2C=C(C=C(C2)OC)C(C)=NOCC(=O)O